COC([C@@H](CC(=O)OC)O[Si](C)(C)C(C)(C)C)=O (2R)-t-Butyldimethylsiloxy-1,4-butanedioic acid dimethyl ester